C(N)(=O)C=1C=C(C(=C(OCCCNC(OC(C)(C)C)=O)C1)NC\C=C\CNC1=C(C=C(C=C1[N+](=O)[O-])C(N)=O)OC)[N+](=O)[O-] tert-butyl (E)-(3-(5-carbamoyl-2-((4-((4-carbamoyl-2-methoxy-6-nitrophenyl)amino)but-2-en-1-yl)amino)-3-nitrophenoxy)propyl)carbamate